3'trans-cyclooctyne C1#CCCCCCC1